5-(6-fluoro-2-(3-methoxy-3-oxopropyl)-7-(3-(methoxymethoxy)naphthalen-1-yl)-4-(methylthio)-1H-pyrrolo[3,2-c][1,6]naphthyridin-1-yl)-2-azabicyclo[2.1.1]hexane-2-carboxylate FC1=C(N=CC=2C3=C(C(=NC12)SC)C=C(N3C3C1CN(C3C1)C(=O)[O-])CCC(=O)OC)C1=CC(=CC3=CC=CC=C13)OCOC